FC=1C(=C(C=CC1F)[C@H]1[C@@H](O[C@H]([C@H]1C)C(F)(F)F)C(=O)NC1=CC(=NC=C1)C(=O)N)OC |r| rac-(2r,3s,4s,5r)-4-[[3-(3,4-difluoro-2-methoxy-phenyl)-4-methyl-5-(trifluoromethyl)tetrahydrofuran-2-carbonyl]amino]pyridine-2-carboxamide